N(N)C(=O)C1=CC=C(C=C1)NS(=O)(=O)C N-(4-(hydrazine-carbonyl)phenyl)methanesulfonamide